C1OCCC(C2=C1C=CC=C2)=O 1,3,4,5-Tetrahydro-2-benzoxepin-5-one